N-(6-chloropyridin-3-yl)-6-((4,5,6,7-tetrahydropyrazolo[1,5-a]pyridin-3-yl)methoxy)isoquinolin-1-amine ClC1=CC=C(C=N1)NC1=NC=CC2=CC(=CC=C12)OCC=1C=NN2C1CCCC2